3-butylheptyl 8-((3-((tert-butoxycarbonyl)amino)propyl)(8-oxo-8-((3-propylhexyl)oxy)octyl)amino)octanoate C(C)(C)(C)OC(=O)NCCCN(CCCCCCCC(=O)OCCC(CCCC)CCCC)CCCCCCCC(OCCC(CCC)CCC)=O